BrC1=C(N)C(=CC(=C1)F)C(C)C 2-bromo-4-fluoro-6-isopropyl-aniline